2-(2-((5-bromopyrimidin-2-yl)amino)ethoxy)ethan-1-ol BrC=1C=NC(=NC1)NCCOCCO